O[C@H]1CN(CC1)C(=O)N[C@H]1CC[C@@]2([C@H]3CC[C@@]4([C@H](CC[C@@]4([C@@H]3CC[C@@H]2C1)O)C=1COC(C1)=O)C)C (R)-3-hydroxy-N-((3S,5R,8R,9S,10S,13R,14S,17R)-14-hydroxy-10,13-dimethyl-17-(5-oxo-2,5-dihydrofuran-3-yl)hexadecahydro-1H-cyclopenta[a]phenanthren-3-yl)pyrrolidine-1-carboxamide